3-bromo-7-iodo-N-(4-methoxybenzyl)quinolin-2-amine BrC=1C(=NC2=CC(=CC=C2C1)I)NCC1=CC=C(C=C1)OC